(±)-trans-2-methoxycyclopentanamine hydrochloride Cl.CO[C@H]1[C@@H](CCC1)N |r|